2-(((5-bromothiophen-2-yl)methyl)amino)-N-(4-(trifluoromethyl)benzyl)acetamide BrC1=CC=C(S1)CNCC(=O)NCC1=CC=C(C=C1)C(F)(F)F